ClC1=NC=C(C=N1)C1=CC=C(C#N)C=C1 4-(2-chloropyrimidin-5-yl)benzonitrile